2'-bromo-3,5'-dichloro-3'-fluoro-4-hydroxy-6-methyl-2H-[1,4'-bipyridin]-2-one BrC1=NC=C(C(=C1F)N1C(C(=C(C=C1C)O)Cl)=O)Cl